ClC1=CC=C(C=C1)C1(N2C(C3=CC=CC=C13)=NCC2)OC\C=C(\CC\C=C(\CCC=C(C)C)/C)/C 5-(4-chlorophenyl)-5-(((2E,6E)-3,7,11-trimethyldodeca-2,6,10-trien-1-yl)oxy)-2,5-dihydro-3H-imidazo[2,1-a]isoindole